methyl 6-bromo-5-((2-(trimethylsilyl)ethoxy)methoxy)pyrazine-2-carboxylate BrC1=C(N=CC(=N1)C(=O)OC)OCOCC[Si](C)(C)C